5-[(2S,6R)-4-[7-(2,4-difluorophenyl)-2-(dimethylamino)thiazolo[4,5-d]pyrimidin-5-yl]-6-methyl-morpholin-2-yl]-1-(methyleneamino)pyridin-2-one FC1=C(C=CC(=C1)F)C=1C2=C(N=C(N1)N1C[C@@H](O[C@@H](C1)C)C=1C=CC(N(C1)N=C)=O)N=C(S2)N(C)C